4-(4-bromo-2-(hydroxymethyl)phenyl)tetrahydro-2H-pyran-4-ol BrC1=CC(=C(C=C1)C1(CCOCC1)O)CO